[2H]C1(N(C(C(N(C1([2H])[2H])[C@H]1[C@H](N(CC1)C(CN1N=C(C=C1C(F)(F)F)C1CC1)=O)C1=C(C(=CC=C1)OC([2H])([2H])[2H])C)([2H])[2H])([2H])[2H])CC(=O)N)[2H] 2-[2,2,3,3,5,5,6,6-octadeuterio-4-[(2R,3R)-1-[2-[3-cyclopropyl-5-(trifluoromethyl)pyrazol-1-yl]acetyl]-2-[2-methyl-3-(trideuteriomethoxy)phenyl]pyrrolidin-3-yl]piperazin-1-yl]acetamide